4-(4-hydroxyphenoxy)-phthalonitrile OC1=CC=C(OC=2C=C(C(C#N)=CC2)C#N)C=C1